ClC1=CC=C(C=C1)NC=1C=C(C=CC1[C@H](C(F)(F)F)OCC)[C@@H](CC(=O)O)CC (R)-3-(3-((4-chlorophenyl)amino)-4-((R)-1-ethoxy-2,2,2-trifluoroethyl)phenyl)pentanoic acid